(4-oxo-4H-quinolin-1-yl)-acetyl-(4-fluoro-benzyl)hydrazine O=C1C=CN(C2=CC=CC=C12)NN(CC1=CC=C(C=C1)F)C(C)=O